C(CCCC)OC1=CC=CC=2NN=NC21 pentoxybenzotriazole